BrC=1C=C(C=CC1C)NC(C=C)=O N-(3-bromo-4-methylphenyl)acrylamide